C(#N)C=1C=C(C=CC1)C1=CC=2N(N=C1)C(=CN2)C2=CC=C(C(=O)OC(C)(C)C)C=C2 tert-butyl 4-(7-(3-cyanophenyl)imidazo[1,2-b]pyridazin-3-yl)benzoate